COC1=CC=C(C/N=C/C(C)(C)C)C=C1 (E)-N-(4-methoxybenzyl)-2,2-dimethylpropane-1-imine